C(C)(C)(C)[Si](OCC(C)N(C1=CC=C(C=C1)C)C1=CC=CC=C1)(C)C [2-(tert-butyl-dimethyl-siloxy)-1-methyl-ethyl]-phenyl-p-tolyl-amine